[K+].CN1CCN(CC1)C1=CC=C(C=C1)NC1=NC=2C3=C(C(CC2C=N1)(C)C)C(=NN3C)C(=O)[O-] 8-[4-(4-methyl-piperazin-1-yl)-phenylamino]-1,4,4-trimethyl-4,5-dihydro-1H-pyrazolo[4,3-h]quinazoline-3-carboxylic acid potassium salt